3-(6-fluoro-1H-indol-3-yl)-4-methylpyrrolidin-1-carboxylic acid tert-butyl ester C(C)(C)(C)OC(=O)N1CC(C(C1)C)C1=CNC2=CC(=CC=C12)F